mono-Boc-butylenediamine C(=O)(OC(C)(C)C)NCCCCN